COC(=O)[C@H]1O[C@H]([C@@H]([C@H]([C@@H]1OC(C)=O)OC(C)=O)OC(C)=O)OC1=CC=C(C=C1)C=O.ClC=1C(=NC=CN1)C(C)NC(C1=CC(=CC(=C1)C(F)(F)F)C(F)(F)F)=O N-[1-(3-chloropyrazin-2-yl)ethyl]-3,5-bis(trifluoromethyl)benzamide Methyl-(2S,3S,4S,5R,6S)-3,4,5-triacetoxy-6-(4-formylphenoxy)tetrahydropyran-2-carboxylate